4-(4,5,6,7-tetrahydropyrazolo[1,5-a]pyrazin-3-yl)phenol N1=CC(=C2N1CCNC2)C2=CC=C(C=C2)O